NC1=NC=2C(=CC=CC2C=2N1N=C(C2)CC=2C=C(C#N)C=C(C2)Cl)OC 3-((5-amino-7-methoxypyrazolo[1,5-c]quinazolin-2-yl)methyl)-5-chlorobenzonitrile